N1=C(N=CC=C1)C1(CC1)NC(=O)[C@@H]1CN(CC[C@H]1NC(=O)C1=NOC(=C1)C1=C(C=C(C=C1F)F)F)CC1CC1 |o1:12,17| (3R*,4R*)-1-Cyclopropylmethyl-4-{[5-(2,4,6-trifluoro-phenyl)-isoxazole-3-carbonyl]-amino}-piperidine-3-carboxylic acid (1-pyrimidin-2-yl-cyclopropyl)-amide